N-(3-((cyclopropylmethoxy)(phenyl)methyl)phenyl)-3-(trifluoromethyl)-1H-pyrazole-5-carboxamide C1(CC1)COC(C=1C=C(C=CC1)NC(=O)C1=CC(=NN1)C(F)(F)F)C1=CC=CC=C1